N-(8-methylisoquinolin-1-yl)-3-(3-oxo-3-(phenylamino)propyl)-N-((R)-piperidin-3-yl)piperidine-1-carboxamide CC=1C=CC=C2C=CN=C(C12)N(C(=O)N1CC(CCC1)CCC(NC1=CC=CC=C1)=O)[C@H]1CNCCC1